N-((1R,4R)-4-(((5-fluoro-2-((1-(trifluoromethyl)-1H-pyrazol-4-yl)amino)pyrimidin-4-yl)oxy)methyl)cyclohexyl)acetamide FC=1C(=NC(=NC1)NC=1C=NN(C1)C(F)(F)F)OCC1CCC(CC1)NC(C)=O